3-chloro-4-fluoro-N-[(1S)-2-hydroxy-1-{3-[4-(trifluoromethyl)phenyl]-1,2,4-oxadiazol-5-yl}ethyl]benzamide ClC=1C=C(C(=O)N[C@@H](CO)C2=NC(=NO2)C2=CC=C(C=C2)C(F)(F)F)C=CC1F